2-(6-((6-(4-hydroxybutoxy)pyridin-2-yl)amino)-1-(methylamino)-2,7-naphthyridin-4-yl)benzo[d]oxazol-5-ol OCCCCOC1=CC=CC(=N1)NC=1C=C2C(=CN=C(C2=CN1)NC)C=1OC2=C(N1)C=C(C=C2)O